4-((4-cyclopropyl-5-fluoro-2-(N-methyl-methanesulfonamido)phenyl)amino)-N-ethoxy-6-((2-methyl-pyrimidin-4-yl)amino)nicotinamide C1(CC1)C1=CC(=C(C=C1F)NC1=CC(=NC=C1C(=O)NOCC)NC1=NC(=NC=C1)C)N(S(=O)(=O)C)C